[Br-].NCCC[N+](C)(C)C[C@H](COCCCCCCCCCCCC)OCCCCCCCCCCCC |r| (+-)-N-(3-aminopropyl)-N,N-dimethyl-2,3-bis(dodecyloxy)-1-propylammonium bromide